methyl 4-((3-amino-5-methylpyridin-2-yl)oxy)benzoate NC=1C(=NC=C(C1)C)OC1=CC=C(C(=O)OC)C=C1